N,N-dimethyl-4'-{[trans-4-{[4-(pentafluoro-λ6-sulfanyl)phenyl]Amino}cyclohexyl]sulfonyl}-[1,1'-biphenyl]-3-carboxamide CN(C(=O)C=1C=C(C=CC1)C1=CC=C(C=C1)S(=O)(=O)[C@@H]1CC[C@H](CC1)NC1=CC=C(C=C1)S(F)(F)(F)(F)F)C